O=C([C@@H](C)NC(OC(C)(C)C)=O)N1CCN(CC1)C1=NC=C(C=N1)C(F)(F)F tert-butyl (R)-(1-oxo-1-(4-(5-(trifluoromethyl)pyrimidin-2-yl)piperazin-1-yl)propan-2-yl)carbamate